CC(CC)=CC1C(=CCCC1(C)C)C 3-Methyl-4-(2,6,6-trimethyl-2-cyclohexen-1-yl)-3-buten